CO.[I] iodine (methanol)